O=C1NC(CCC1N1C(C2=CC=CC(=C2C1=O)NCCCOCCCOCCCNC(OC(C)(C)C)=O)=O)=O Tert-butyl N-[3-[3-[3-[[2-(2,6-dioxo-3-piperidyl)-1,3-dioxo-isoindolin-4-yl]amino]propoxy]propoxy]propyl]carbamate